4-Amino-8-[5-[(4-cyano-2-pyridyl)methoxy]-2-fluoro-phenyl]-2-oxo-N-propyl-1H-quinoline-3-carboxamide NC1=C(C(NC2=C(C=CC=C12)C1=C(C=CC(=C1)OCC1=NC=CC(=C1)C#N)F)=O)C(=O)NCCC